BrC=1C(=NC=C(C1)N1CCCC1)C 3-bromo-2-methyl-5-(pyrrolidin-1-yl)pyridine